(1s,4s)-4-(3,3-difluoropyrrolidin-1-yl)-cyclohexan-1-amine FC1(CN(CC1)C1CCC(CC1)N)F